(4,4'-dimethoxytrityl)-2'-O-methyl-5'-C-trifluoroacetylaminopropyl-uridine COC1=CC=C(C(C2=CC=C(C=C2)OC)(C2=CC=CC=C2)[C@@]2([C@H](OC)[C@H](O)[C@@H](C(O)CCCNC(C(F)(F)F)=O)O2)N2C(=O)NC(=O)C=C2)C=C1